4-(((S)-1-(4-chloro-1-oxo-2-phenyl-8-((R)-pyrimidine-2-sulfonimidoyl)-1,2-dihydroisoquinolin-3-yl)ethyl)amino)pyrido[2,3-d]pyrimidin ClC1=C(N(C(C2=C(C=CC=C12)[S@](=O)(=N)C1=NC=CC=N1)=O)C1=CC=CC=C1)[C@H](C)NC=1C2=C(N=CN1)N=CC=C2